2-Methyl-1-[4-methyltetrahydropyran-2-yl]propane-1-thiol CC(C(S)C1OCCC(C1)C)C